5-amino-4-bromo-2-fluorobenzonitrile NC=1C(=CC(=C(C#N)C1)F)Br